ClC=1C=CC(=C(C(=O)NC2CCC(CC2)CN2C(C(C3=CC=CC=C23)(O)C2=C(C=CC(=C2)F)F)=O)C1)C 5-chloro-N-((1r,4r)-4-((3-(2,5-difluorophenyl)-3-hydroxy-2-oxoindolin-1-yl)methyl)cyclohexyl)-2-methylbenzamide